rac-5-[4-amino-2-(N-(2-amino-1-methyl-2-oxo-ethyl)-4-fluoro-anilino)thiazole-5-carbonyl]-N-cyclobutyl-isoxazole-3-carboxamide NC=1N=C(SC1C(=O)C1=CC(=NO1)C(=O)NC1CCC1)N(C1=CC=C(C=C1)F)[C@@H](C(=O)N)C |r|